(R)-N-(3,3-difluoro-1-(oxetan-3-yl)piperidin-4-yl)-5-(1-(2-fluoroethyl)-2-methyl-1H-benzo[d]imidazol-6-yl)-4-methoxypyrrolo[2,1-f][1,2,4]triazin-2-amine FC1(CN(CC[C@H]1NC1=NN2C(C(=N1)OC)=C(C=C2)C=2C=CC1=C(N(C(=N1)C)CCF)C2)C2COC2)F